2,3-dihydroxy-1,4-dioxane OC1OCCOC1O